N-hydroxypiperidine carbamate (N-hydroxypiperidinyl-carbamate) ON(C(O)=O)N1CCCCC1.C(N)(O)=O.ON1CCCCC1